FC(F)SCC1=CC=CC=C1 benzyl (difluoromethyl) sulfide